C12C3C4C1C4C32 Prisman